3-[1-[[3,5-bis(trifluoromethyl)benzoyl]amino]ethyl]-N-(2-methoxy-1-methyl-ethyl)pyrazine-2-carboxamide FC(C=1C=C(C(=O)NC(C)C=2C(=NC=CN2)C(=O)NC(COC)C)C=C(C1)C(F)(F)F)(F)F